ClC1=C(CNC(=O)[C@]2(C=3C=CC=NC3C(CC2)=O)F)C=CC(=C1Cl)F (S)-N-(2,3-dichloro-4-fluoro-benzyl)-5-fluoro-8-oxo-5,6,7,8-tetrahydro-quinoline-5-carboxamide